Heptyl-6-((2-(4-(N-(2-(dinonylamino)ethyl)-N-nonylglycyl)piperazin-1-yl)-2-oxoethyl)(tetradecyl)amino)hexanoate C(CCCCCC)OC(CCCCCN(CCCCCCCCCCCCCC)CC(=O)N1CCN(CC1)C(CN(CCCCCCCCC)CCN(CCCCCCCCC)CCCCCCCCC)=O)=O